NC=1C=2N(C3=CC(=C(C=C3N1)F)C(=O)N1[C@@H]3[C@H](C[C@H](C1)C)OC1=C3C=C(C(=C1)C(F)(F)F)F)C=NC2 (4-amino-7-fluoroimidazo[1,5-a]quinoxalin-8-yl)((3R,4aS,9bS)-8-fluoro-3-methyl-7-(trifluoromethyl)-3,4,4a,9b-tetrahydrobenzofuro[3,2-b]pyridin-1(2H)-yl)methanone